4-(4-(1-Carbamothioyl-5-(2,3-dichlorophenyl)-4,5-dihydro-1H-pyrazol-3-yl)phenoxy)-N-methylpicolinamide C(N)(=S)N1N=C(CC1C1=C(C(=CC=C1)Cl)Cl)C1=CC=C(OC2=CC(=NC=C2)C(=O)NC)C=C1